CN1CC(CCC1)C=1C=C2C=NNC(C2=CC1)=O 6-(1-methylpiperidin-3-yl)phthalazin-1(2H)-one